C=CC1=CC=C(C=C1)S(=O)(=O)O.N1C=NC=C1 imidazole p-styrenesulfonate